(4R)-4-[3-[7-[(4-Methylsulfonylphenyl)methyl]-2,7-diazaspiro[3.5]nonan-2-yl]-3-oxo-propyl]oxazolidin-2-one CS(=O)(=O)C1=CC=C(C=C1)CN1CCC2(CN(C2)C(CC[C@H]2NC(OC2)=O)=O)CC1